BrC=1C(=NC(=NC1)C1=NC2=C(N1)C=CC(=C2)Cl)NCC=2C(=NC=CC2)N(S(=O)(=O)C)C N-(3-{[5-bromo-2-(5-chloro-1H-benzimidazol-2-yl)-pyrimidin-4-ylamino]-methyl}-pyridin-2-yl)-N-methylmethanesulfonamide